methyl 5-(3-((1-((3-aminobenzyl)sulfonyl)-2,2-dimethylpiperidin-4-yl)amino)phenyl)-3-(2-(tert-butoxy)-2-oxoethoxy)-4-chlorothiophene-2-carboxylate NC=1C=C(CS(=O)(=O)N2C(CC(CC2)NC=2C=C(C=CC2)C2=C(C(=C(S2)C(=O)OC)OCC(=O)OC(C)(C)C)Cl)(C)C)C=CC1